C1(CCC1)C=1N(C(C2=C(NC3=CC=CN=C3C2=O)N1)=O)C1=CC(=C(C=C1)F)F 2-cyclobutyl-3-(3,4-difluorophenyl)pyrimido[4,5-b][1,5]naphthyridine-4,5(3H,10H)-dione